6-Methylene-[1,4]oxazepane hydrochloride Cl.C=C1CNCCOC1